N1C=CC2=NC=C(C=C21)C(=O)OCC ethyl 1H-pyrrolo[3,2-b]pyridine-6-carboxylate